9-[3'-(6-phenyl-dibenzothiophen-4-yl)biphenyl-3-yl]naphtho[1',2':4,5]furo[2,3-b]pyrazine C1(=CC=CC=C1)C1=CC=CC=2C3=C(SC21)C(=CC=C3)C=3C=C(C=CC3)C3=CC(=CC=C3)C3=CN=C2C(=N3)OC3=C2C=2C=CC=CC2C=C3